(S)-(3-aminopyrrolidin-1-yl)(5-(3-fluoro-4-(1-(tetrahydro-2H-pyran-4-yl)piperidin-4-yl)phenyl)-3-methoxythiophen-2-yl)methanone N[C@@H]1CN(CC1)C(=O)C=1SC(=CC1OC)C1=CC(=C(C=C1)C1CCN(CC1)C1CCOCC1)F